N-(2-amino-6-methyl-1H-benzimidazol-2-yl)phenylbutyramide tert-butyl-3-(aminomethyl)pyrrolidine-1-carboxylate C(C)(C)(C)OC(=O)N1CC(CC1)CN.NC1(NC2=C(N1)C=C(C=C2)C)NC(C(CC)C2=CC=CC=C2)=O